(R or S)-2-(2-fluoro-4-(2-(((S)-phenyl((R)-1,2,3,4-tetrahydro-1,5-naphthyridin-3-yl)methyl)amino)ethyl)phenyl)propanoic acid FC1=C(C=CC(=C1)CCN[C@@H]([C@H]1CNC2=CC=CN=C2C1)C1=CC=CC=C1)[C@H](C(=O)O)C |o1:27|